NCC1([C@H]2CN(C[C@@H]12)C1=CNC2=C(N1)NN=C2C=2C(=C1C=CNC(C1=CC2)=O)F)C=2SC=C(N2)C 6-(6-((1R,5S,6r)-6-(aminomethyl)-6-(4-methylthiazol-2-yl)-3-azabicyclo[3.1.0]hexan-3-yl)-4,7-dihydro-1H-pyrazolo[3,4-b]pyrazin-3-yl)-5-fluoroisoquinolin-1(2H)-one